BrC=1N=C(C=2N(C1)C(=CN2)F)CC2=C(C=C(C(=C2)F)Br)C 6-bromo-8-[(4-bromo-5-fluoro-2-methylphenyl)methyl]-3-fluoroimidazo[1,2-a]pyrazine